BrC=1C(=C(C=CC1)CC1C2OC2CN1C(=O)OCC1=CC=CC=C1)F benzyl 2-[(3-bromo-2-fluoro-phenyl)methyl]-6-oxa-3-azabicyclo[3.1.0]hexane-3-carboxylate